C(C1=CC=CC=C1)OC1=C(C=CC=C1)C1CCN(CC1)[C@H]1CC2(CN(C2)C2=NN=C(O2)C(=O)OCC)CC1 (R)-ethyl 5-(6-(4-(2-(benzyloxy)phenyl)piperidin-1-yl)-2-azaspiro[3.4]octan-2-yl)-1,3,4-oxadiazole-2-carboxylate